C(CCCCCCCCCCC)CCC(=S)O (3-lauryl)thiopropionic acid